(4-vinylbenzyl)triallylammonium chloride [Cl-].C(=C)C1=CC=C(C[N+](CC=C)(CC=C)CC=C)C=C1